ClC=1C=CC(=NC1)NC([C@H](C)N1C[C@@H](CCC1)C1=CNC(C=C1)=O)=O (S)-N-(5-chloropyridin-2-yl)-2-((S)-3-(6-oxo-1,6-dihydropyridin-3-yl)piperidin-1-yl)propanamide